2-((tert-Butyldimethylsilanyloxy)ethoxy)-2-chloro-3-nitropyridine [Si](C)(C)(C(C)(C)C)OCCOC1(NC=CC=C1[N+](=O)[O-])Cl